6-chloro-3-phenylimidazo[1,5-a]pyridine-1-carbonitrile ClC=1C=CC=2N(C1)C(=NC2C#N)C2=CC=CC=C2